(S)-1-(5-(4-cyclopropyl-3-fluorophenyl)-2,3-dihydro-1H-inden-1-yl)azetidine-3-carboxylic acid C1(CC1)C1=C(C=C(C=C1)C=1C=C2CC[C@@H](C2=CC1)N1CC(C1)C(=O)O)F